NC([C@H](CCC(=O)OC(C)(C)C)N1C(C2=CC=C(C(=C2C1)F)C[C@H]1OCCC[C@@H]1NC(=O)OC(C)(C)C)=O)=O tert-butyl (S)-5-amino-4-(5-(((2R,3S)-3-((tert-butoxycarbonyl)amino)tetrahydro-2H-pyran-2-yl)methyl)-4-fluoro-1-oxoisoindolin-2-yl)-5-oxopentanoate